C(CCCCC)N1C(OC2=C(C1=O)CC(C2)(C)C)C2=CC=CC=C2 3-n-hexyl-6,6-dimethyl-2-phenyl-2,3,6,7-tetrahydrocyclopenta[1,3]oxazin-4(5H)-one